FC(OC1=CC=C(C=C1)C1=C2C(=NN(C1=O)C1=CC3=CN(N=C3C=C1)C)C=CC(=N2)OC(C)C)F 4-(4-(difluoromethoxy)phenyl)-6-isopropoxy-2-(2-methyl-2H-indazol-5-yl)pyrido[3,2-c]pyridazin-3(2H)-one